C(C1=CC=CC=C1)N1C[C@H]([C@@H](C1)NC(=O)OC(C)(C)C)C(=O)O (3R,4S)-1-benzyl-4-(tert-butoxycarbonylamino)pyrrolidine-3-carboxylic acid